2-(2,6-difluorophenyl)-8-(1-hydroxyethyl)-4-[[5-(4-hydroxy-1-piperidyl)-2-pyridyl]amino]-6H-1,6-naphthyridin-5-one FC1=C(C(=CC=C1)F)C1=NC=2C(=CNC(C2C(=C1)NC1=NC=C(C=C1)N1CCC(CC1)O)=O)C(C)O